The molecule is a glycophytoceramide having a 4-O-benzyl-alpha-D-galactosyl residue at the O-1 position and a hexacosanoyl group attached to the nitrogen. One of a series of an extensive set of 4"-O-alkylated alpha-GalCer analogues evaluated (PMID:30556652) as invariant natural killer T-cell (iNKT) antigens. It derives from an alpha-D-galactose. CCCCCCCCCCCCCCCCCCCCCCCCCC(=O)N[C@@H](CO[C@@H]1[C@@H]([C@H]([C@H]([C@H](O1)CO)OCC2=CC=CC=C2)O)O)[C@@H]([C@@H](CCCCCCCCCCCCCC)O)O